COC1=CC2=C(C=N1)N=C(N2)C2=C(C=1C(NC2=O)=CN(N1)C)N[C@@H](C)C1=NC=CC=N1 (S)-6-(6-methoxy-1H-imidazo[4,5-c]pyridin-2-yl)-2-methyl-7-((1-(pyrimidin-2-yl)ethyl)-amino)-2H-pyrazolo[4,3-b]pyridin-5(4H)-one